CC(=CCC/C(=C/CC/C(=C/COP(=O)(O)OP(=O)(O)O)/C)/C)C all-trans-farnesyl pyrophosphate